1,1-bis(ethylthio)-4-phenyl-1,3-butadiene C(C)SC(=CC=CC1=CC=CC=C1)SCC